S(C#N)C(CC)P(OC(C)C)(OC(C)C)=O dipropan-2-yl (1-thiocyanatopropyl)phosphonate